(S)-(-)-N,α-Dimethylbenzylamine C[C@@H](C1=CC=CC=C1)NC